BrCC(=O)NC1=C(C=C(C=C1)C(F)(F)F)C 2-bromo-N-(2-methyl-4-(trifluoromethyl)phenyl)acetyl-Amine